C1(CCCC1)N(C(=O)OCC1=C(C=NN1C)C1=CC(=C(C=C1)C12COC(CC1)(CC2)CC(=O)O)F)C 2-(4-(4-(5-(((cyclopentyl(methyl)carbamoyl)oxy)methyl)-1-methyl-1H-pyrazol-4-yl)-2-fluorophenyl)-2-oxabicyclo[2.2.2]octan-1-yl)acetic acid